C(#N)C=1C=NN2C1C(=C(C=C2)C(=O)N)C#C 3-cyano-4-ethynyl-pyrazolo[1,5-a]pyridine-5-carboxamide